propylenedibiguanide tetradecyl-2,5-dihydroxybenzoate C(CCCCCCCCCCCCC)OC(C1=C(C=CC(=C1)O)O)=O.C(C(C)NC(=N)NC(=N)N)NC(=N)NC(=N)N